N1=CC=C(C=C1)C(C1CCC=CC1)C1=C2C(=NN1)CNC2 3-(1,2,3,6-tetrahydro(pyridin-4-yl)benzyl)-2,4,5,6-tetrahydropyrrolo[3,4-c]pyrazole